2-amino-2-(1-octyl-1H-1,2,3-triazole-4-yl)-1,3-propanediol NC(CO)(CO)C=1N=NN(C1)CCCCCCCC